O1NC=CC=CC1 2,7-dihydro-1,2-oxaazepin